CC=1N=C(NC1C)C1=C(C=CC(=C1)C)O 4,5-dimethyl-2-(2-hydroxy-5-methylphenyl)imidazole